COS(=O)(=O)[O-].C(C(=C)C)(=O)OCC[NH+](CC)CC methacryloyloxyethyl-diethyl-ammonium methyl-sulfate